5-(3-(3-methyl-3H-diazirin-3-yl)propanamido)-N-(quinolin-8-yl)picolinamide CC1(N=N1)CCC(=O)NC=1C=CC(=NC1)C(=O)NC=1C=CC=C2C=CC=NC12